1-(Ethylamino)-4-(2-fluorophenyl)-6-(trifluoromethyl)-3H-pyridin C(C)NN1CCC(C=C1C(F)(F)F)C1=C(C=CC=C1)F